(2R,3S)-3-(ethylsulfonylmethyl)-2-methylazetidine C(C)S(=O)(=O)C[C@@H]1[C@H](NC1)C